C(C)OC(=O)C=1NC=C(N1)C ethyl-4-methyl-imidazolecarboxylate